CN1N=CC(=C1)N(S(=O)(=O)NC(CC1=CC(=CC(=C1)C(F)(F)F)C)=O)C1CN(CCC1)C N-[(1-Methyl-1H-pyrazol-4-yl)(1-methylpiperidin-3-yl)sulfamoyl]-2-[3-methyl-5-(trifluoromethyl)phenyl]acetamide